N-Ethyl-para-toluenesulfonamide C(C)NS(=O)(=O)C1=CC=C(C)C=C1